(9-(4-amino-5-isopropyl-7-methyl-7H-pyrrolo[2,3-d]pyrimidin-6-yl)-3-azaspiro[5.5]undec-8-en-3-yl)prop-2-en-1-one NC=1C2=C(N=CN1)N(C(=C2C(C)C)C2=CCC1(CCN(CC1)C(C=C)=O)CC2)C